CC(CCCC1=C2C=CC(=CC2=CC=C1)CCN)C 2-(5-[4-Methylpentyl]-2-naphthyl)ethanamine